ClC=1C=C(NC2(CCC3([C@H](CC4=CC=CC=C34)C[C@H](CN3C=C(C(C=4C(CCCC34)C)=O)C)C)CC2)C(=O)OC)C=CC1 methyl (1r,2'S,4S)-4-(3-chloroanilino)-2'-[(2R)-3-(3,5-dimethyl-4-oxo-5,6,7,8-tetrahydroquinolin-1(4H)-yl)-2-methylpropyl]-2',3'-dihydrospiro[cyclohexane-1,1'-indene]-4-carboxylate